BrC1=C2C(=NC=C1)N(N=N2)C 7-bromo-3-methyltriazolo[4,5-b]pyridine